C(=C)C1CCC(=CC1C1=C(C=C(C=C1O)CC)O)C 2-(6-Ethenyl-3-methylcyclohex-2-en-1-yl)-5-ethylbenzene-1,3-diol